5-(3,5-difluorophenyl)pyrrolidin-2-one FC=1C=C(C=C(C1)F)C1CCC(N1)=O